perfluorooctanoyl chloride FC(C(=O)Cl)(C(C(C(C(C(C(F)(F)F)(F)F)(F)F)(F)F)(F)F)(F)F)F